1-(4-chloro-2-fluorophenyl)-6-methyl-3-((2S)-2-(1-methyl-1H-pyrazol-4-yl)-4-morpholinyl)isoquinoline (2-(pyridin-2-yldisulfanyl)ethyl)carbonate N1=C(C=CC=C1)SSCCOC(O)=O.ClC1=CC(=C(C=C1)C1=NC(=CC2=CC(=CC=C12)C)N1C[C@@H](OCC1)C=1C=NN(C1)C)F